2-Methyl-4,5,6,7-tetrahydrobenzimidazole CC=1NC2=C(N1)CCCC2